OC[C@H]1N(CCC1)C1=CC(=NC=C1)C(=O)NC=1C=CC=C2C=CC=NC12 (S)-4-(2-(hydroxymethyl)pyrrolidin-1-yl)-N-(quinolin-8-yl)picolinamide